NCC1=NC=CC(=C1F)C1=CC(=CC=2C=COC21)[C@@H]2CN(C1=C(O2)C(=CC=C1)CC(=O)O)C |r| (±)-2-(2-(7-(2-(Aminomethyl)-3-fluoropyridin-4-yl)benzofuran-5-yl)-4-methyl-3,4-dihydro-2H-benzo[b][1,4]oxazin-8-yl)acetic acid